O.O.O.O.[Ca].O=C([C@H](O)[C@@H](O)[C@H](O)[C@H](O)C(=O)O)O D-glucaric acid calcium tetrahydrate